C(C)S(=O)(=O)C=1C=C(C=NC1C=1N=C2N(C=NC(=C2)C(F)(F)F)C1)C(C#N)(C)C 2-[5-ethylsulfonyl-6-[7-(trifluoromethyl)imidazo[1,2-c]pyrimidin-2-yl]-3-pyridyl]-2-methyl-propanenitrile